1-Butyl-5-(diaminomethylene)-3-(2''-oxo-1'',2''-dihydrodispiro[cyclohexane-1,1'-cyclobutane-3',3''-pyrrolo[3,2-b]pyridin]-4-yl)pyrimidine-2,4,6(1H,3H,5H)-trione C(CCC)N1C(N(C(C(C1=O)=C(N)N)=O)C1CCC2(CC3(C(NC=4C3=NC=CC4)=O)C2)CC1)=O